2-(5-ethoxypyrazol-1-yl)-N,N-dimethyl-ethanamine C(C)OC1=CC=NN1CCN(C)C